Isopropyl (1-(5-(3-cyano-6-ethoxypyrazolo[1,5-a]pyridin-4-yl)pyridin-2-yl)-4-((4-methylpiperazin-1-yl)methyl)piperidin-4-yl)carbamate C(#N)C=1C=NN2C1C(=CC(=C2)OCC)C=2C=CC(=NC2)N2CCC(CC2)(CN2CCN(CC2)C)NC(OC(C)C)=O